5-chloro-7-(1-cyclopentylethyl)-2-(methylsulfanyl)imidazo[4,3-f][1,2,4]triazine ClC=1N=C(N2N=C(N=CC21)SC)C(C)C2CCCC2